ClC=1C=C(C=C(C1Cl)Cl)NC(C1=C(C=CC=C1)NS(=O)(=O)C1=CC(=CC=C1)[N+](=O)[O-])=O N-(3,4,5-trichlorophenyl)-2-(3-nitrobenzenesulfonylamino)benzamide